The molecule is any amino alcohol that is propan-2-ol substituted by an amino group at position 1. It has a role as an Escherichia coli metabolite. It is an amino alcohol and a secondary alcohol. CC(CN)O